2-isocyano-N-methyl-N-(p-tolyl)aniline [N+](#[C-])C1=C(N(C2=CC=C(C=C2)C)C)C=CC=C1